Ethyl 2-(5-allyl-3-fluoro-2-oxopyridin-1(2H)-yl)-3-cyclopropylpropionate C(C=C)C=1C=C(C(N(C1)C(C(=O)OCC)CC1CC1)=O)F